C(C)(=O)C=1C=CC2=C(C1)OC(C=1C2N2N(CC1)C(N(C2=O)C2=CC=C(C=C2)C(C)=O)=O)(C)C 10-acetyl-2-(4-acetylphenyl)-7,7-dimethyl-5,12b-dihydro-1H,7H-chromeno[4,3-c][1,2,4]triazolo[1,2-a]pyridazin-1,3(2H)-dione